The molecule is a N-acetyl-L-amino acid that is the N-acetyl derivative of L-threonine. It is a L-threonine derivative and a N-acetyl-L-amino acid. It is a conjugate acid of a N-acetyl-L-threoninate. C[C@H]([C@@H](C(=O)O)NC(=O)C)O